BrCCC(O[Si](CC)(CC)CC)OCC (3-bromo-1-ethoxypropoxy)triethylsilane